C1(=CC=CC=C1)C=1N=C(C2=CC=CC=C2C1)NC1=CC=C(C=C1)F 3-phenyl-N-(p-fluorophenyl)isoquinolin-1-amine